4,4'-diamino-5,5'-dicarboxyl-2,2'-dimethylbiphenyl NC1=CC(=C(C=C1C(=O)O)C1=C(C=C(C(=C1)C(=O)O)N)C)C